N1C(CCC1)C1=NC=CC(=N1)C=O 2-(PYRROLIDIN-2-YL)PYRIMIDINE-4-CARBALDEHYDE